2-ethylhexyl-dimethoxybenzylidenedioxoimidazolidinepropionic acid C(C)C(CC(C(=O)O)(CN1C(N(C(C1=CC1=CC=CC=C1)=O)OC)=O)OC)CCCC